CC(=O)C.[Na] sodium acetone